(E)-1-(3-(4-((4-([1,2,4]triazolo[1,5-a]pyridin-7-yloxy)-3-methylphenyl)amino)pyrrolo[2,1-f][1,2,4]triazin-5-yl)azetidin-1-yl)-4-(3-fluoroazetidin-1-yl)but-2-en-1-one N=1C=NN2C1C=C(C=C2)OC2=C(C=C(C=C2)NC2=NC=NN1C2=C(C=C1)C1CN(C1)C(\C=C\CN1CC(C1)F)=O)C